C(C)(C)(C)OC1=NC(=NC2=CC=C(C=C12)C1=CC=NN1C)C1=C2C=CNC2=CC=C1 (tert-butoxy)-2-(1H-indol-4-yl)-6-(1-methyl-1H-pyrazol-5-yl)quinazoline